5-amino-2,2',3',4',6'-pentafluoro-5'-(2-hydroxyethyl)-[1,1-biphenyl]-4-ol NC=1C(=CC(=C(C1)C1=C(C(=C(C(=C1F)CCO)F)F)F)F)O